OCC(COC(C(CO)(C)C)=O)(C)C 3-hydroxy-2,2-dimethylpropionic acid-3-hydroxy-2,2-dimethylpropyl ester